(7-(5-(3-Methoxytetrahydrofuran-3-yl)pyridin-3-yl)-7H-pyrrolo[2,3-d]pyrimidin-2-yl)carbamic acid tert-butyl ester C(C)(C)(C)OC(NC=1N=CC2=C(N1)N(C=C2)C=2C=NC=C(C2)C2(COCC2)OC)=O